N-[4-[[3-[[3-(Aminomethyl)cyclobutancarbonyl]amino]cyclobutyl]carbamoyl]-3-chlorophenyl]-5-(2,3-difluoro-4-methoxyphenyl)-1-methylimidazol-2-carboxamid NCC1CC(C1)C(=O)NC1CC(C1)NC(=O)C1=C(C=C(C=C1)NC(=O)C=1N(C(=CN1)C1=C(C(=C(C=C1)OC)F)F)C)Cl